tert-butyl 4-formyl-[1,4'-bipiperidine]-1'-carboxylate C(=O)C1CCN(CC1)C1CCN(CC1)C(=O)OC(C)(C)C